C(=C)C=1N(C=C(C1C)C)CCO 2-(2-vinyl-3,4-dimethyl-1H-pyrrol-1-yl)ethanol